ClC=1C=CC=C2C(C=C(OC12)C1=C(OCCCN2CCOCC2)C=C(C=C1)C(F)(F)F)=O 4-[3-[2-(8-Chloro-4-oxochromen-2-yl)-5-(trifluoromethyl)phenoxy]propyl]morpholin